CN(C(C)=O)C=1C(=NC=C(C1)C(F)(F)F)NC=1SC=C(N1)C=1C=C2C(=CN1)N(C(C2)(C)C)C N-methyl-N-(5-(trifluoromethyl)-2-((4-(1,2,2-trimethyl-2,3-dihydro-1H-pyrrolo[2,3-c]pyridin-5-yl)thiazol-2-yl)amino)pyridin-3-yl)acetamide